FC(F)C1OC(C(=N1)C)=O (difluoromethyl)-4-methyl-oxazol-5(2H)-one